CC=1C=C(C=CC(=O)O)C=C(C1C)C 3,4,5-trimethyl-cinnamic acid